COC1=C(C(=NC=2N1N=C(C2C2=CC=CC=C2)C2=CC=CC=C2)NC2=NC(=NC=C2)OC)C2=CC=C(C=C2)OC 7-methoxy-6-(4-methoxyphenyl)-N-(2-methoxypyrimidin-4-yl)-2,3-diphenyl-pyrazolo[1,5-a]pyrimidin-5-amine